COC(=O)C=1C(=CC2=C(N=C(S2)CNC(=O)OC(C)(C)C)C1)OC.CC Ethan Methyl-2-({[(tert-butoxy)carbonyl]amino}methyl)-6-methoxy-1,3-benzothiazole-5-carboxylate